P(=O)([O-])([O-])[O-].[Na+].CC=1C=CC=2C(C3=CC=CC=C3C2C1)C1=CC=C(C=C1)C.[Na+].[Na+] 3-methyl-9-(4-methylphenyl)fluorene sodium phosphate